(R)-3-(3-(hydroxymethyl)-4-methylphenyl)-2,2-dimethyl-3-(8-methyl-3-(trifluoromethyl)[1,2,4]triazolo[4,3-a]pyridine-7-yl)propanoate OCC=1C=C(C=CC1C)[C@@H](C(C(=O)[O-])(C)C)C1=C(C=2N(C=C1)C(=NN2)C(F)(F)F)C